[K+].S(=O)(=O)([O-])[O-].O1[C@@H]([C@@H](O)C(=O)C=2C(O)=CC(O)=CC12)C1=CC(O)=C(O)C=C1.[K+] dihydroquercetin sulfate potassium salt